C1(CC1)N1C(C(=CC=C1)NC(=O)C1=CC=2C(N=C1OC(C)C)=NN(C2)C21COC(C2)(C1)C)=O N-(1-cyclopropyl-2-oxo-1,2-dihydropyridin-3-yl)-6-isopropoxy-2-(1-methyl-2-oxabicyclo[2.1.1]hexan-4-yl)-2H-pyrazolo[3,4-b]pyridine-5-carboxamide